3-methyl-1,5-pentanediol bis(chloroformate) ClC(=O)OCCC(CCOC(=O)Cl)C